ClC1=C(C(=CC=C1)Cl)COC=1C=NC(=NC1)N1CC(NCC1)C 5-[(2,6-dichlorophenyl)methoxy]-2-(3-methylpiperazin-1-yl)pyrimidine